3-((5-Chloro-4-((2-(ethylsulfonyl)phenyl)amino)pyrimidin-2-yl)amino)-6-methyl-5,6,7,8-tetrahydro-1,6-Naphthyridine-2(1H)-one ClC=1C(=NC(=NC1)NC=1C(NC=2CCN(CC2C1)C)=O)NC1=C(C=CC=C1)S(=O)(=O)CC